C1(=CC=CC=C1)N1C(=NC2=C1C=CC=1C=3C=CC=CC3C=CC12)C1=CC=CC=C1 1,2-diphenyl-phenanthroimidazole